OC(C)(C)C1=CC=C(C=N1)C=1N=C2C(=NC1)N=CCN2CC(C)(C)C 6-(6-(2-hydroxypropan-2-yl)pyridin-3-yl)-4-neopentyl-3,4-dihydropyrazino[2,3-b]pyrazin